ClC1=C(C=CC=C1Cl)C=1N=CC(=NC1C)N1CCC2(CCC[C@H]2NS(=O)C(C)(C)C)CC1 N-((R)-8-(5-(2,3-dichlorophenyl)-6-methylpyrazin-2-yl)-8-azaspiro[4.5]decan-1-yl)-2-methylpropane-2-sulfinamide